tert-butyl N-[2-[(4S)-4-(cyclopropylidenemethyl)-2,2-dimethyl-oxazolidin-3-yl]-2-oxo-ethyl]carbamate C1(CC1)=C[C@@H]1N(C(OC1)(C)C)C(CNC(OC(C)(C)C)=O)=O